6-{trans-4-[(1S,2S)-2-Hydroxy-2-(4-methoxyphenyl)-1-methylethylamino]cyclohexyl}-3H-benzoxazol-2-one O[C@H]([C@H](C)N[C@@H]1CC[C@H](CC1)C1=CC2=C(NC(O2)=O)C=C1)C1=CC=C(C=C1)OC